5-((3r,5r,7r)-adamantan-1-yl)-1H-indole C12(CC3CC(CC(C1)C3)C2)C=2C=C3C=CNC3=CC2